3-[1-[3-oxo-3-[4-[5-(trifluoromethyl)pyrimidin-2-yl]piperazin-1-yl]propoxy]ethyl]-5-(trifluoromethyl)-1H-pyridazin-6-one O=C(CCOC(C)C1=NNC(C(=C1)C(F)(F)F)=O)N1CCN(CC1)C1=NC=C(C=N1)C(F)(F)F